NC1=C(C=2C(=NC=C(C2S1)F)C=1C2=C(C=3C(=NC(=NC3C1F)OCCN1N=CC=C1)N1C3CNCC1CC3)COC2)C#N 2-Amino-4-[1-(3,8-diazabicyclo[3.2.1]octan-8-yl)-5-fluoro-3-(2-pyrazol-1-ylethoxy)-7,9-dihydrofuro[3,4-f]quinazolin-6-yl]-7-fluoro-thieno[3,2-c]pyridine-3-carbonitrile